ClC1=CC=C(C(=O)NC2=CC(=C(C=C2)F)C(=O)C=2C=C3N=C(C=NC3=CC2)N2CCOCC2)C=C1 4-chloro-N-(4-fluoro-3-(3-morpholinoquinoxaline-6-carbonyl)phenyl)benzamide